C1=CC=CC=2C3=CC=CC=C3C(C12)COC(=O)N[C@H](C(=O)O)CC1=C(C=CC(=C1)C)C (S)-2-((((9H-fluoren-9-yl)methoxy)carbonyl)amino)-3-(2,5-dimethylphenyl)propanoic acid